methyl 2-(4-((2-(4-(5-chloropyrimidin-2-yl)piperazin-1-yl)-5-oxo-6,7-dihydrothieno[3,2-d]pyrimidin-4-yl)amino)-2-fluorophenyl)acetate ClC=1C=NC(=NC1)N1CCN(CC1)C=1N=C(C2=C(N1)CCS2=O)NC2=CC(=C(C=C2)CC(=O)OC)F